FC(C=1C=2N(C=CC1)N=C(C2)[C@@H]2N(CCC1=C2N=CN1)C(=O)C=1OC(=NN1)C1=C(C=NN1C)C)F (R)-(4-(4-(difluoromethyl)pyrazolo[1,5-a]pyridin-2-yl)-6,7-dihydro-1H-imidazo[4,5-c]pyridin-5(4H)-yl)(5-(1,4-dimethyl-1H-pyrazol-5-yl)-1,3,4-oxadiazol-2-yl)methanone